(R)-N-(1-(6-ethynyl-1-methyl-2,5-dioxo-4-phenyl-1,2,4,5-tetrahydropyrrolo[4,3,2-de]isoquinolin-3-yl)ethyl)-2-((N-methylsulfamoyl)amino)pyrazolo[1,5-a]pyrimidine-3-carboxamide C(#C)C1=CC=C2C=3C(=C(N(C(C13)=O)C1=CC=CC=C1)[C@@H](C)NC(=O)C=1C(=NN3C1N=CC=C3)NS(NC)(=O)=O)C(N2C)=O